methyl 2-((2-aminoethyl) (cyclopentyl) amino)-2-oxoacetate hydrochloride Cl.NCCN(C(C(=O)OC)=O)C1CCCC1